O=C1NC(CCC1N1C(C2=CC=CC(=C2C1)N1N=NC(=C1)CCCN1CCN(CC1)C1=CC=C(C(=O)N2CCC(CC2)CCCCNC(\C=C\C=2C=NC=CC2)=O)C=C1)=O)=O (E)-N-(4-(1-(4-(4-(3-(1-(2-(2,6-dioxopiperidin-3-yl)-1-oxoisoindolin-4-yl)-1H-1,2,3-triazol-4-yl)propyl)piperazin-1-yl)benzoyl)piperidin-4-yl)butyl)-3-(pyridin-3-yl)acrylamide